ClC1=CC=C(C=C1)N1CC2CCC(C1)N2CCCC=2NC(C1=C(C=CC(=C1C2)C)F)=O 3-(3-(3-(4-chlorophenyl)-3,8-diazabicyclo[3.2.1]octan-8-yl)propyl)-8-fluoro-5-methylisoquinolin-1(2H)-one